3-vinylimidazole bromide [Br-].C(=C)N1C=NC=C1